dipropylaminopropyldimethylmethoxysilane C(CC)N(CCC)CCC[Si](OC)(C)C